COC=1C=C(C=C(C1)OC)C1CCC(C(C1)=O)C(C1=C(C=C(C=C1)F)[N+](=O)[O-])=O 5-(3,5-dimethoxyphenyl)-2-(4-fluoro-2-nitrobenzoyl)cyclohexan-1-one